7-methyl-9-allyl-theophylline iodide salt [I-].CN1CN(C=2N(C(N(C)C(C12)=O)=O)C)CC=C